FC=1C=C(C=CC1F)[C@H](C)NS(=O)(=O)N1CCOCC1 (S)-N-(1-(3,4-difluorophenyl)ethyl)morpholine-4-sulfonamide